(2-CHLORO-4-FORMYLPHENOXY)ACETIC ACID ClC1=C(OCC(=O)O)C=CC(=C1)C=O